C(C)(C)(C)OC(=O)N1[C@@H]([C@H]2O[C@H]2C1)C(=O)O (1R,2S,5S)-3-(tert-Butoxycarbonyl)-6-oxa-3-azabicyclo(3.1.0)hexane-2-carboxylic acid